COC1=C(C=CC(=C1)C)C1=NN=C(C2=C(C=CC=C12)C)N[C@H]1CN(CCC1)C(=O)OC(C)(C)C tert-butyl (R)-3-((4-(2-methoxy-4-methylphenyl)-8-methylphthalazin-1-yl)amino)piperidine-1-carboxylate